C1(=C(C=CC=C1)C1=C(C(=CC=C1)C1=C(C=CC=C1)C)S)C 2,6-ditolyl-thiophenol